FC1=C(C=C2C=C(N=CC2=C1)NC(OC1COC2(C1)CNCC2)=O)C2=C(C1=C(OCCN1)N=C2)C (±)-1-Oxa-7-azaspiro[4.4]nonan-3-yl (7-fluoro-6-(8-methyl-2,3-dihydro-1H-pyrido[2,3-b][1,4]oxazin-7-yl)isoquinolin-3-yl)carbamate